(R)-tert-butyl 2-(((1-((2-(trimethylsilyl)ethoxy)methyl)-1H-pyrazol-4-yl)oxy)methyl)azetidine-1-carboxylate C[Si](CCOCN1N=CC(=C1)OC[C@@H]1N(CC1)C(=O)OC(C)(C)C)(C)C